C(CCCCC)OC1=CC=C(C=C1)C1=CC=C(C=C1)C#N 4-hexyloxy-4'-cyanobiphenyl